methylamide methacrylate C(C(=C)C)(=O)[O-].C[NH-]